(1S,3S,5R)-5-(hydroxymethyl)-2-azabicyclo[3.1.0]Hexane-2,3-dicarboxylic acid 2-(tert-butyl) ester 3-ethyl ester C(C)OC(=O)[C@H]1N([C@H]2C[C@]2(C1)CO)C(=O)OC(C)(C)C